CC1(CC(CO1)C=1C=C2C(=CC=NC2=CC1)C(=O)[O-])C 6-(5,5-dimethyltetrahydrofuran-3-yl)quinoline-4-carboxylate